N-{(6S,7aS)-3-oxo-2-[4-(thiophen-3-yl)-1,2-benzoxazol-3-yl]hexahydro-1H-pyrrolo[1,2-c]imidazol-6-yl}ethanesulfonamide O=C1N(C[C@H]2N1C[C@H](C2)NS(=O)(=O)CC)C2=NOC1=C2C(=CC=C1)C1=CSC=C1